(S)-(-)-methyl mandelate C([C@@H](O)C1=CC=CC=C1)(=O)OC